Tert-Butyl (1-(8-iodoimidazo[1,2-c]pyrimidin-5-yl)-4-methylpiperidin-4-yl)carbamate IC=1C=2N(C(=NC1)N1CCC(CC1)(C)NC(OC(C)(C)C)=O)C=CN2